2-Ethyl-N-(2-(2-(pyrrolidin-1-yl)ethoxy)ethyl)-4-((3-(3-(trifluoromethyl)-1H-pyrazol-4-yl)imidazo[1,2-a]pyrazin-8-yl)amino)benzamide C(C)C1=C(C(=O)NCCOCCN2CCCC2)C=CC(=C1)NC=1C=2N(C=CN1)C(=CN2)C=2C(=NNC2)C(F)(F)F